N[C@H](C(=O)OCC1=CC(=CC(=C1)[N+](=O)[O-])[N+](=O)[O-])CCC1=CC=CC=C1 3,5-dinitrobenzyl (S)-2-amino-4-phenylbutanoate